6-chloro-2-(5-fluoropentyl)-2H-indazol ClC=1C=CC2=CN(N=C2C1)CCCCCF